1-(2-ethylhexyl)-3-dodecylimidazolium lactate C(C(O)C)(=O)[O-].C(C)C(CN1C=[N+](C=C1)CCCCCCCCCCCC)CCCC